C(C1=CC=CC=C1)OC=1C=C2C(=C(N(C2=CC1)C1=CC(=C(C=C1)F)C)C1CCOCC1)C1C(CC1)(C(=O)O)C(F)F (5-(benzyloxy)-1-(4-fluoro-3-methylphenyl)-2-(tetrahydro-2H-pyran-4-yl)-1H-indol-3-yl)-1-(difluoromethyl)cyclobutane-1-carboxylic acid